C(C)(C)(C)OC(C(=O)O)(OC(C)(C)C)OC(C)(C)C.N1C=NC=C1 imidazole tri(t-butyloxy)acetate